[Si](C)(C)(C(C)(C)C)OC1CN(C1)C1=CC(=C(C(=C1)F)C1C(NC(CC1)=O)=O)F 3-(4-(3-((tert-butyldimethylsilyl)oxy)azetidin-1-yl)-2,6-difluorophenyl)piperidine-2,6-dione